ClCC1=NC=C(C=C1)OC 2-(chloromethyl)-5-methoxypyridine